1-(4-(6-(3,5-dimethoxyphenyl)-2-(4-((2-hydroxyethyl)amino)phenyl)imidazo[1,2-a]pyridin-8-yl)phenyl)ethan-1-one COC=1C=C(C=C(C1)OC)C=1C=C(C=2N(C1)C=C(N2)C2=CC=C(C=C2)NCCO)C2=CC=C(C=C2)C(C)=O